C(=O)O.C(#N)CN1N=C(C(=C1)C1=CN=C2N1C=CN=C2NC2=CC(=C(C(=O)N1CCN(CC1)C(=O)N[C@@H]1CNC[C@H]1O)C=C2)C)C(F)(F)F 4-[4-[[3-[1-(cyanomethyl)-3-(trifluoromethyl)pyrazol-4-yl]imidazo[1,2-a]pyrazin-8-yl]amino]-2-methylbenzoyl]-N-[(3R,4R)-4-hydroxypyrrolidin-3-yl]piperazine-1-carboxamide formate